OC1=C(C(=CC(=C1)OCC1=CC=CC=C1)OCC1=CC=CC=C1)C(\C=C\C1=CC=C(C=C1)OCC1=CC=CC=C1)=O (E)-1-[2-hydroxy-4,6-bis(phenylmethoxy)phenyl]-3-(4-phenylmethoxyphenyl)prop-2-en-1-one